(methoxymethylene)phenylacetic acid methyl ester COC(C(C1=CC=CC=C1)=COC)=O